(3-(2-amino-[1,2,4]triazolo[1,5-a]pyridin-7-yl)-2,6-difluoro-4-methoxyphenoxy)-3,3-difluoro-2-(4-fluorophenyl)pentan-2-ol NC1=NN2C(C=C(C=C2)C=2C(=C(OCC(C(CC)(F)F)(O)C3=CC=C(C=C3)F)C(=CC2OC)F)F)=N1